FC1=C(C(=CC=C1)C)N1N=C2C(=CC1=O)NN=C2C2=CC=C1CCN(CC1=C2)CCO 5-(2-fluoro-6-methylphenyl)-3-(2-(2-hydroxyethyl)-1,2,3,4-tetrahydroisoquinolin-7-yl)-1H-pyrazolo[4,3-c]pyridazin-6(5H)-one